FC=1C(=C(C=O)C=CC1)Cl 3-fluoro-2-chloro-benzaldehyde